C(C=CC1=CC=CC=C1)(=O)O.CSCCN 2-methylthioethylamine (cinnamate)